chloro-(2,2,6,6-tetramethyl-1-piperidinyl)magnesium Cl[Mg]N1C(CCCC1(C)C)(C)C